N1CC(C1)NC1=CC(=NC=N1)OC=1C=C(C(=O)NC2=CC(=C(C=C2)CN2CCN(CC2)CC)C(F)(F)F)C=CC1C 3-((6-(azetidin-3-ylamino)pyrimidin-4-yl)oxy)-N-(4-((4-ethylpiperazin-1-yl)methyl)-3-(trifluoro-methyl)phenyl)-4-methylbenzamide